BrC=1C=C(C=CC1)C1(CC(C1)(F)F)CC(=O)NN 2-[1-(3-bromophenyl)-3,3-difluorocyclobutyl]acetohydrazide